CC(C)(CO)[C@H](C(=O)NCCC(=O)O)O The molecule is a pantothenic acid having R-configuration. It has a role as an antidote to curare poisoning, a B vitamin and a human blood serum metabolite. It is a conjugate acid of a (R)-pantothenate.